3-((1r,2r)-2-((2-bromophenyl) amino)-5-oxo-1-phenylcyclopent-3-en-1-yl)-2,2-difluoropropionate BrC1=C(C=CC=C1)N[C@H]1[C@](C(C=C1)=O)(C1=CC=CC=C1)CC(C(=O)[O-])(F)F